C1(CCCC1)N1N=NC2=C1C=CC(=C2)C2=NC(=NO2)C2=CC=CC=C2 1-cyclopentyl-5-(3-phenyl-1,2,4-oxadiazol-5-yl)-1H-1,2,3-benzotriazole